OC1(CN(C1)C(C)C)C#CC1=CC2=C(OC[C@@H](C(N2C)=O)NC(=O)C2=NC=CC(=C2)OC2=CC=CC=C2)C=C1 (S)-N-(7-((3-hydroxy-1-isopropylazetidin-3-yl)ethynyl)-5-methyl-4-oxo-2,3,4,5-tetrahydrobenzo[b][1,4]oxaazepin-3-yl)-4-phenoxypyridineamide